5-(N-(2-(4-(tert-Butoxycarbonyl)piperidin-1-yl)benzyl)-N-phenethylsulfamoyl)-3-methylbenzofuran-2-carboxylic acid ethyl ester C(C)OC(=O)C=1OC2=C(C1C)C=C(C=C2)S(N(CCC2=CC=CC=C2)CC2=C(C=CC=C2)N2CCC(CC2)C(=O)OC(C)(C)C)(=O)=O